4-amino-7-fluoro-N,1-dimethyl-N-((6-(trifluoromethyl)-3-pyridazinyl)methyl)-1H-pyrazolo[4,3-c]quinoline-8-carboxamide NC1=NC=2C=C(C(=CC2C2=C1C=NN2C)C(=O)N(CC=2N=NC(=CC2)C(F)(F)F)C)F